(R)-2-(4,5-dicyclohexyl-6-(piperidin-3-ylamino)pyridazin-3-yl)-5-ethynylphenol C1(CCCCC1)C1=C(N=NC(=C1C1CCCCC1)N[C@H]1CNCCC1)C1=C(C=C(C=C1)C#C)O